CN(C1CN(C1)C1=CC(=C(C=C1[N+](=O)[O-])NC1=NC=C(C(=N1)N1C(C(C2=NC(=CC=C21)C)(C)C)([2H])[2H])C(=O)OC(C)C)OC)C isopropyl 2-((4-(3-(dimethylamino)azetidin-1-yl)-2-methoxy-5-nitrophenyl)amino)-4-(3,3,5-trimethyl-2,3-dihydro-1H-pyrrolo[3,2-b]pyridin-1-yl-2,2-d2)pyrimidine-5-carboxylate